C(=O)(O)CN(CCN(CC(=O)O)CC(=O)O)CC(=O)O 2-[2-[bis(carboxymethyl)amino]ethyl-(carboxymethyl)amino]acetic acid